CC(O)OCC=C allyloxyethanol